5-(1-(2-(4-(4-amino-3-(4-phenoxyphenyl)-1H-pyrazolo[3,4-d]pyrimidin-1-yl)-[1,4'-bipiperidin]-1'-yl)ethyl)piperidin-4-yl)-2-(2,6-dioxopiperidin-3-yl)isoindoline-1,3-dione NC1=C2C(=NC=N1)N(N=C2C2=CC=C(C=C2)OC2=CC=CC=C2)C2CCN(CC2)C2CCN(CC2)CCN2CCC(CC2)C=2C=C1C(N(C(C1=CC2)=O)C2C(NC(CC2)=O)=O)=O